ClC1=CC=C(OC2=CC3=C(CCN(CC3)CC3=NC4=C(N3CC3OCC3)C=C(C=C4)C(=O)O)C=C2)C=C1 ((7-(4-Chlorophenoxy)-1,2,4,5-tetrahydro-3H-benzo[d]azepin-3-yl)methyl)-1-((oxetan-2-yl)methyl)-1H-benzo[d]imidazole-6-carboxylic acid